(R)-N-(2-((2-(dimethylamino)ethyl)(methyl)amino)-5-((6-(3-(3-fluoro-5-((1-methyl-1H-pyrazol-3-yl)oxy)phenyl)isoxazolidin-2-yl)pyrimidin-4-yl)amino)-4-methoxyphenyl)acrylamide CN(CCN(C1=C(C=C(C(=C1)OC)NC1=NC=NC(=C1)N1OCC[C@@H]1C1=CC(=CC(=C1)OC1=NN(C=C1)C)F)NC(C=C)=O)C)C